C(C)(C)(C)OC(=O)N1CC(C1)OC1=CC=C(C=C1)C1CC1 3-(4-Cyclopropylphenoxy)azetidine-1-carboxylic acid tert-butyl ester